C(C)OC(=O)C1C(C2=CC=C(C=C2CC1)Br)=O 6-bromo-1-oxo-1,2,3,4-tetrahydronaphthalene-2-carboxylic acid ethyl ester